tert-butyl 3-(3-methylpyrazin-2-yl)azetidine-1-carboxylate CC=1C(=NC=CN1)C1CN(C1)C(=O)OC(C)(C)C